5-bromo-2-(4-bromobutoxy)pyridine BrC=1C=CC(=NC1)OCCCCBr